1,1'-carbonyl-di(1,2,4-triazole) C(=O)(N1N=CN=C1)N1N=CN=C1